(1s,2r,3r,5r)-3-((E)-2-(2-amino-3-bromoquinolin-7-yl)vinyl)-5-(4-amino-5,6-dihydro-7H-pyrrolo[2,3-d]pyrimidin-7-yl-5,5,6,6-d4)cyclopentane-1,2-diol NC1=NC2=CC(=CC=C2C=C1Br)/C=C/[C@@H]1[C@H]([C@H]([C@@H](C1)N1C(C(C2=C1N=CN=C2N)([2H])[2H])([2H])[2H])O)O